ethyl thioethanesulfonate C(C)S(=O)(=S)OCC